FC1=C(C=C(C=C1)F)C1=NC=NC(=C1NC(C1=CN=C(C(=C1)F)OC)=O)C1OCC(CC1)(F)F N-(4-(2,5-difluorophenyl)-6-(5,5-difluorotetrahydro-2H-pyran-2-yl)pyrimidin-5-yl)-5-fluoro-6-methoxynicotinamide